FC=1C=C(C=CC1)C(N1C[C@@H](N(C[C@H]1C)C1=CC(N(C=2C=CC(=NC12)C#N)C)=O)C)C1=NC=C(C=C1)OC 8-[(2s,5r)-4-[(3-fluorophenyl)(5-methoxypyridin-2-yl)methyl]-2,5-dimethylpiperazin-1-yl]-5-methyl-6-oxo-5,6-dihydro-1,5-naphthyridine-2-carbonitrile